FC=1C=C(C=CC1OC1=CC=NC2=CC(=C(C=C12)OC)O)NC(C(=O)NCCC1=CC=CC=C1)=O N-{3-fluoro-4-[(7-hydroxy-6-methoxyquinolin-4-yl)oxy]phenyl}-N'-(2-phenylethyl)ethanediamide